C(C1=CC=CC=C1)C1N(C[C@@H](C([C@@H]1C)=O)C)C(=O)O (3R,5S)-benzyl-3,5-dimethyl-4-oxopiperidine-1-carboxylic acid